CN1C(=NN=C1)C1CCN(CC1)S(=O)(=O)C=1C=C(N)C=CC1 3-((4-(4-methyl-4H-1,2,4-triazol-3-yl)piperidin-1-yl)sulfonyl)aniline